N-(5-((2-(8-oxa-2-azaspiro[4.5]decan-2-yl)ethyl)carbamoyl)-2-methylpyridin-3-yl)-7-(1-methyl-1H-pyrazol-4-yl)-[1,2,4]triazolo[4,3-a]pyridine-3-carboxamide C1N(CCC12CCOCC2)CCNC(=O)C=2C=C(C(=NC2)C)NC(=O)C2=NN=C1N2C=CC(=C1)C=1C=NN(C1)C